ethylenebis-(2-aziridinepropionate) C(CN1C(C1)CCC(=O)[O-])N1C(C1)CCC(=O)[O-]